1-[(1-cyanocyclopropyl)methyl]-1H-1,3-benzodiazole-6-carboxylic acid C(#N)C1(CC1)CN1C=NC2=C1C=C(C=C2)C(=O)O